tert-butyl (3-(5-amino-2-(2-(trifluoromethyl)pyrimidin-5-yl)phenyl)prop-2-yn-1-yl)carbamate NC=1C=CC(=C(C1)C#CCNC(OC(C)(C)C)=O)C=1C=NC(=NC1)C(F)(F)F